1,1,1-Trifluoro-N-(2-{(3R,4S)-4-hydroxy-3-[(2-methyl-1,3-thiazol-4-yl)methyl]-3,4-dihydro-2H-chromen-7-yl}phenyl)-methanesulfonamide FC(S(=O)(=O)NC1=C(C=CC=C1)C1=CC=C2[C@H]([C@@H](COC2=C1)CC=1N=C(SC1)C)O)(F)F